5-amino-N3-(2-fluoro-5-(2-(thiophen-2-yl)acetamido)pyridin-3-yl)-1-isopropyl-1H-pyrazole-3,4-dicarboxamide NC1=C(C(=NN1C(C)C)C(=O)NC=1C(=NC=C(C1)NC(CC=1SC=CC1)=O)F)C(=O)N